Sodium Hydrogen Oxalate C(C(=O)[O-])(=O)O.[Na+]